CC1(C(N(OC1)CC1=CC=C(C=C1)C1=NOC(=N1)C(F)(F)F)=O)C 4,4-dimethyl-2-[[4-[5-(trifluoromethyl)-1,2,4-oxadiazol-3-yl]phenyl]methyl]-isoxazolidin-3-one